C(C)(C)(C)C=1SC(=NN1)Cl 2-(tert-butyl)-5-chloro-1,3,4-thiadiazole